O(N)CCON 1,2-bis(aminoxy)ethane